OC[C@H](CC(N1CCN(CC1)C1=NC=C(C=N1)C(F)(F)F)=O)NCC1=NNC(C(=C1)C(F)(F)F)=O 3-[[[(1S)-1-(Hydroxymethyl)-3-oxo-3-[4-[5-(trifluoromethyl)pyrimidin-2-yl]piperazin-1-yl]propyl]amino]methyl]-5-(trifluoromethyl)-1H-pyridazin-6-one